1-(oxazol-2-ylmethyl)-1H-imidazol-5-yl-acrylic acid ethyl ester C(C)OC(C(=C)C1=CN=CN1CC=1OC=CN1)=O